Cl[Mg]C[Si](C)(C)C [(chloromagnesio)methyl]trimethylsilane